ClC=1N(N=C2C=CC(=C(C12)Cl)C1=NNC=C1)C 3-(3,4-dichloro-2-methyl-2H-indazol-5-yl)-1H-pyrazole